5-Bromo-3-methyl-2-(triazol-2-yl)pyridine BrC=1C=C(C(=NC1)N1N=CC=N1)C